(5-(5-(2,3-dihydro-1H-inden-4-yl)-6-methoxy-1H-pyrazolo[4,3-b]pyridin-3-yl)pyridin-2-yl)-1-((R)-4-methylmorpholine-3-carbonyl)pyrrolidine-3-carbonitrile C1CCC2=C(C=CC=C12)C1=C(C=C2C(=N1)C(=NN2)C=2C=CC(=NC2)C2N(CCC2C#N)C(=O)[C@@H]2N(CCOC2)C)OC